C(CCCCCCC)CCCCCCCCCCCCO Octyl-Lauryl Alcohol